FC1=C(C=CC(=C1)F)C1=CC(=NO1)C(=O)NCC1CCN(CC1)CC1=CC(=C(C=C1)OC)OC 5-(2,4-difluorophenyl)-N-((1-(3,4-dimethoxybenzyl)piperidin-4-yl)methyl)isoxazole-3-carboxamide